2,2-diheptylmalonic acid C(CCCCCC)C(C(=O)O)(C(=O)O)CCCCCCC